2-(propan-2-yloxy)propan-2-ol methyl-(2S)-2-[[(2S)-2-[(4,4-difluorocyclohexyl)methoxycarbonylamino]-4-methyl-pentanoyl]amino]-3-[(3S)-2-oxopyrrolidin-3-yl]propanoate C[C@@](C(=O)OC(C)(C)OC(C)C)(C[C@H]1C(NCC1)=O)NC([C@H](CC(C)C)NC(=O)OCC1CCC(CC1)(F)F)=O